ethyl (R,E)-3-(4-(5-(5-((4,6-difluoro-1H-indol-5-yl)oxy)-2-fluorophenyl)-1-methyl-1H-1,2,4-triazol-3-yl)-4-methylchroman-8-yl)acrylate FC1=C2C=CNC2=CC(=C1OC=1C=CC(=C(C1)C1=NC(=NN1C)[C@@]1(CCOC2=C(C=CC=C12)/C=C/C(=O)OCC)C)F)F